(3aR,6aS)-N-(2-methoxyethyl)-5-[2-{[1-(propan-2-yl)-1H-pyrazolo[4,3-c]pyridin-6-yl]amino}-6-(pyrrolidin-1-yl)pyrimidin-4-yl]hexahydropyrrolo[3,4-c]pyrrole-2(1H)-carboxamide COCCNC(=O)N1C[C@@H]2CN(C[C@@H]2C1)C1=NC(=NC(=C1)N1CCCC1)NC1=CC2=C(C=N1)C=NN2C(C)C